NC=1N=NC(=CC1N1CC(C1)OC1=CC=C(CN2CCN(CC2)C(=O)OCC2=CC=CC=C2)C=C1)Cl benzyl 4-(4-((1-(3-amino-6-chloropyridazin-4-yl)azetidin-3-yl)oxy)benzyl)piperazine-1-carboxylate